N(=[N+]=[N-])CCC1=CC=C(C=C1)O 4-(2-azidoethyl)-phenol